COC1=C(C(=CC=C1)OC)S(=O)(=O)NC1=NOC2=C1C(=CC(=C2)CC=2OC=CN2)OC 2,6-dimethoxy-N-[4-methoxy-6-(1,3-oxazol-2-ylmethyl)-1,2-benzooxazol-3-yl]benzenesulfonamide